2-(tert-Butyl)-5-(2-chloropyrimidin-4-yl)thiazol-4(5H)-one C(C)(C)(C)C=1SC(C(N1)=O)C1=NC(=NC=C1)Cl